7-(cyclopropanecarboxamido)-3-(6-(methoxycarbonyl)-4-methylpyridin-3-yl)-2,6-naphthyridine 2-oxide C1(CC1)C(=O)NC1=NC=C2C=C([N+](=CC2=C1)[O-])C=1C=NC(=CC1C)C(=O)OC